7-((S)-4-acryloyl-2-methylpiperazin-1-yl)-9-chloro-10-(5-chloro-2-fluorophenyl)-2,3-dihydro-5H-[1,4]thiazino[2,3,4-ij]quinazolin-5-one C(C=C)(=O)N1C[C@@H](N(CC1)C1=NC(N2C3=C(C(=C(C=C13)Cl)C1=C(C=CC(=C1)Cl)F)SCC2)=O)C